NC1=C(OC=COC2=C(C=CC=C2)N)C=CC=C1 1,2-bis[o-aminophenoxy]ethaneN